1-[2-(4-methoxyphenyl)-3-(3-methyl-1H-pyrrolo[2,3-b]pyridin-4-yl)-6,7-dihydropyrazolo[1,5-a]pyrazin-5(4H)-yl]prop-2-en-1-one COC1=CC=C(C=C1)C1=NN2C(CN(CC2)C(C=C)=O)=C1C1=C2C(=NC=C1)NC=C2C